OC[C@H](C1=CC=CC=C1)NC1=NC(=NC=C1C=1OC=NN1)NC1=CC=C2C(N3[C@@](C2=C1)(CCCC3)C)=O (R)-9-((4-(((S)-2-hydroxy-1-phenylethyl)amino)-5-(1,3,4-oxadiazol-2-yl)pyrimidin-2-yl)amino)-10b-methyl-1,3,4,10b-tetrahydropyrido[2,1-a]isoindol-6(2H)-one